(5-(3-(2-(cyclohexylamino)-[1,2,4]triazolo[1,5-a]pyridin-8-yl)phenyl)furan-2-yl)phosphonic acid C1(CCCCC1)NC1=NN2C(C(=CC=C2)C=2C=C(C=CC2)C2=CC=C(O2)P(O)(O)=O)=N1